C(C1=CC=CC=C1)N1C[C@@H](CCC1)O (R)-1-Benzylpiperidin-3-ol